FC(OC1=CC=C(C=C1)NC1=NC=CC2=CC=CC=C12)(F)F N-(4-(trifluoromethoxy)phenyl)isoquinolin-1-amine